C(C)C(CC=C(C(=O)O)CC(=O)O)CCCC 2-ethylhexyl-itaconic acid